FC1=CC=C(C=C1)C1=C(C=C2C(NC(C2=C1)=O)([2H])[2H])OCC1=NN(C=C1)C 6-(4-fluorophenyl)-5-((1-methyl-1H-pyrazol-3-yl)methoxy)isoindolin-1-one-3,3-d2